NC1=C(C=CC(=C1)N)C(C(=O)O)(CCCCCCCC(=O)O)C1=CC=C(C=C1)\C=C\C(=O)C1=CC=C(C=C1)F 2-(2,4-Diaminophenyl)-2-[4-[(E)-3-(4-fluorophenyl)-3-oxoprop-1-enyl]phenyl]decanedioic acid